The molecule is a C-nitro compound that is propanoic acid in which one of the methyl hydrogens has been replaced by a nitro group. It has a role as a neurotoxin, an EC 1.3.5.1 [succinate dehydrogenase (quinone)] inhibitor, an antimycobacterial drug and a mycotoxin. It derives from a propionic acid. It is a conjugate acid of a 3-nitropropanoate. It is a tautomer of a 3-aci-nitropropanoic acid. C(C[N+](=O)[O-])C(=O)O